vinyltris(2-methylethoxy)silane C(=C)[Si](OCCC)(OCCC)OCCC